4-{3-[4-(4-methylpiperidine-1-carbonyl)piperidine-1-carbonyl]-1H-pyrazol-5-yl}pyridine CC1CCN(CC1)C(=O)C1CCN(CC1)C(=O)C1=NNC(=C1)C1=CC=NC=C1